(2,2,6,6-tetramethylpiperidin-4-yl) 1,2,3,4-butanetetracarboxylate C(C(C(CC(=O)[O-])C(=O)[O-])C(=O)[O-])C(=O)OC1CC(NC(C1)(C)C)(C)C